(S)-2-(dimethylamino)-3-(4-(4-(1-(pent-3-yl)-1H-pyrazol-4-yl)pyrazolo[1,5-a]pyrazin-6-yl)-1H-pyrazol-1-yl)propan-1-ol CN([C@H](CO)CN1N=CC(=C1)C=1N=C(C=2N(C1)N=CC2)C=2C=NN(C2)C(CC)CC)C